tert-butyl N-[(2S)-3-(3,4-difluorophenyl)-1-(4-{3-[1-(2,6-dioxopiperidin-3-yl)-3-methyl-2-oxo-1,3-benzodiazol-4-yl]propyl}piperidin-1-yl)-1-oxopropan-2-yl]carbamate FC=1C=C(C=CC1F)C[C@@H](C(=O)N1CCC(CC1)CCCC1=CC=CC=2N(C(N(C21)C)=O)C2C(NC(CC2)=O)=O)NC(OC(C)(C)C)=O